tert-butyl [5-methoxy-2-oxo-4-(4,4,5,5-tetramethyl-1,3,2-dioxaborolan-2-yl)pyridin-1(2H)-yl]acetate COC=1C(=CC(N(C1)CC(=O)OC(C)(C)C)=O)B1OC(C(O1)(C)C)(C)C